Boc-aza-L-leucine CC(C)(C)OC(=O)N[C@@H](CN(C)C)C(=O)O